(S)-3-(6-(2-chloro-3-fluorophenyl)-4-((3-(trifluoromethyl)-phenyl)sulfonyl)-3,4-dihydro-2H-benzo[b][1,4]oxazin-2-yl)propanoic acid ClC1=C(C=CC=C1F)C1=CC2=C(O[C@H](CN2S(=O)(=O)C2=CC(=CC=C2)C(F)(F)F)CCC(=O)O)C=C1